FC(=C1CCC=2C(=C(C=CC12)C=1N=NC(=C(C1C)C)N[C@H]1CN(CCC1)CC)O)F (R)-1-(difluoromethylene)-5-(6-((1-ethylpiperidin-3-yl)amino)-4,5-dimethylpyridazin-3-yl)-2,3-dihydro-1H-inden-4-ol